(tert-butyl)-6-(6-(((1S,3S)-3-((7-fluoro-[1,2,4]triazolo[1,5-a]pyridin-2-yl)amino)cyclopentyl)amino)pyridin-3-yl)-5,6-dihydro-7H-pyrrolo[3,4-b]pyridin-7-one C(C)(C)(C)C1=CC=C2C(=N1)C(N(C2)C=2C=NC(=CC2)N[C@@H]2C[C@H](CC2)NC2=NN1C(C=C(C=C1)F)=N2)=O